4-amino-N-cyclopropyl-N-((1S)-1-(5-(trifluoromethyl)-2-pyridinyl)ethyl)-1,3-dihydrofuro[3,4-c]quinoline-8-carboxamide NC1=NC=2C=CC(=CC2C2=C1COC2)C(=O)N([C@@H](C)C2=NC=C(C=C2)C(F)(F)F)C2CC2